N-(5-(4-(4-Cyanophenyl)piperidine-1-carbonyl)-2-methylphenyl)-2-isonicotinoylhydrazinecarboxamide C(#N)C1=CC=C(C=C1)C1CCN(CC1)C(=O)C=1C=CC(=C(C1)NC(=O)NNC(C1=CC=NC=C1)=O)C